OC(CCCCCCCC(=O)O)C=CC(C(CC=CCC)O)O 9,12,13-trihydroxyoctadeca-10,15-dienoic acid